ethyl 3-{1-[4-(benzyloxy)butyl]-4-methyl-1H-benzotriazol-5-yl}-3-(3-{[6-(benzyloxy)-5-chloro-2,2-dioxo-2H-1,2λ6,3-benzoxathiazin-3(4H)-yl]methyl}-4-methylphenyl)propanoate C(C1=CC=CC=C1)OCCCCN1N=NC2=C1C=CC(=C2C)C(CC(=O)OCC)C2=CC(=C(C=C2)C)CN2S(OC1=C(C2)C(=C(C=C1)OCC1=CC=CC=C1)Cl)(=O)=O